5-nitro-1,3-benzooxazol-7-ol [N+](=O)([O-])C=1C=C(C2=C(N=CO2)C1)O